N-methyl-N-guanidinoglycine CN(CC(=O)O)NC(=N)N